(3R)-3-hydroxypyrrolidine-1-carboxylic acid tert-butyl ester C(C)(C)(C)OC(=O)N1C[C@@H](CC1)O